propyl-amide tetraacetate C(C)(=O)[O-].C(C)(=O)[O-].C(C)(=O)[O-].C(C)(=O)[O-].C(CC)[NH-]